N-(2-hydroxyethyl)-2-methyl-8-[4-(trifluoromethyl)phenyl]-2H,8H-pyrazolo[3,4-b]indole-5-carboxamide OCCNC(=O)C=1C=C2C=3C(N(C2=CC1)C1=CC=C(C=C1)C(F)(F)F)=NN(C3)C